trans-isopropyl N-[4-[5-[2-(tert-butylsulfamoyl)-4-(4-pyridylmethylcarbamoylamino)phenyl]thiazol-2-yl]cyclohexyl]carbamate C(C)(C)(C)NS(=O)(=O)C1=C(C=CC(=C1)NC(NCC1=CC=NC=C1)=O)C1=CN=C(S1)[C@@H]1CC[C@H](CC1)NC(OC(C)C)=O